1-(4-fluorophenyl)-1-[2-(piperazin-1-yl)pyrimidin-5-yl]ethylamine FC1=CC=C(C=C1)C(C)(C=1C=NC(=NC1)N1CCNCC1)N